ClC1=NC2=CC=C(C=C2C=C1)CC#N (2-chloroquinolin-6-yl)acetonitrile